FC1=C(OC2=C3C(=NC=C2)NC=C3C=3C=CC(=C(C#N)C3)OC(C)C)C(=CC(=C1)NC=1OC[C@@](CN1)(CO)O)F |r| (+/-)-5-[4-(2,6-difluoro-4-{[5-hydroxy-5-(hydroxymethyl)-5,6-dihydro-4H-1,3-oxazin-2-yl]amino}phenoxy)-1H-pyrrolo[2,3-b]pyridin-3-yl]-2-[(propan-2-yl)oxy]benzonitrile